O=C1NC(CCC1N1CC2=CC=C(C=C2C1=O)CNC(OCC1=CC=C(C=C1)OC(F)(F)F)=O)=O 4-(trifluoromethoxy)benzyl ((2-(2,6-dioxopiperidin-3-yl)-3-oxoisoindolin-5-yl)methyl)carbamate